2'-chloro-2-(4-fluorophenyl)-6'-methyl-5-(1H-pyrazol-4-yl)-[3,4'-bipyridin]-6-amine ClC1=NC(=CC(=C1)C=1C(=NC(=C(C1)C=1C=NNC1)N)C1=CC=C(C=C1)F)C